chloropyridinecarboxamide ClC=1C(=NC=CC1)C(=O)N